2-(Cyclopentylamino)-4-nitrophenol C1(CCCC1)NC1=C(C=CC(=C1)[N+](=O)[O-])O